(1R,2S,5S)-N-[cyano-(1-methylimidazo[4,5-c]pyridin-7-yl)methyl]-3-[(2S)-3,3-dimethyl-2-[(2,2,2-trifluoroacetyl)amino]butanoyl]-6,6-dimethyl-3-azabicyclo[3.1.0]hexane-2-carboxamide C(#N)C(NC(=O)[C@@H]1[C@H]2C([C@H]2CN1C([C@H](C(C)(C)C)NC(C(F)(F)F)=O)=O)(C)C)C=1C2=C(C=NC1)N=CN2C